((3-(2-fluorophenyl)-5-methyl-5,6-dihydropyrrolo[3,4-c]pyrazol-2(4h)-yl)methyl)-5'-hydroxy-[1,1'-biphenyl]-3-carboxylic acid methyl ester COC(=O)C=1C(=C(C=CC1)C1=CC=CC(=C1)O)CN1N=C2C(=C1C1=C(C=CC=C1)F)CN(C2)C